(R)-6-chloro-3-((1-(3,6-dimethyl-2-(2-methyl-2H-pyrazolo[4,3-b]pyridin-5-yl)-4-oxo-3,4-dihydroquinazolin-8-yl)ethyl)amino)-N-(methylsulfonyl)picolinamide ClC1=CC=C(C(=N1)C(=O)NS(=O)(=O)C)N[C@H](C)C=1C=C(C=C2C(N(C(=NC12)C=1C=CC=2C(N1)=CN(N2)C)C)=O)C